COCCOC=1C=CC(=NC1)C1=C(C(=NC(=C1C#N)S)C)C#N 4-[5-(2-methoxyethoxy)-2-pyridyl]-2-methyl-6-sulfanyl-pyridine-3,5-dicarbonitrile